FC(OC1=CC=C(C=C1)S(=O)(=O)N1C[C@@H]2[C@H](C1)CC(C2)NC2COCC2)F (3aR,5s,6aS)-2-((4-(Difluoromethoxy)phenyl)sulfonyl)-N-(tetrahydrofuran-3-yl)octahydrocyclopenta[c]pyrrol-5-amine